5-(3-(3,3-dimethylbutoxy)-5-fluorophenyl)-4-(2,6-dimethylphenyl)thiazol-2-amine CC(CCOC=1C=C(C=C(C1)F)C1=C(N=C(S1)N)C1=C(C=CC=C1C)C)(C)C